6-benzoylamino-N-[2-chloro-6-(difluoromethoxy)-4-(perfluoroprop-2-yl)phenyl]pyridinecarboxamide 4-[[4-amino-5-(hexadecylamino)-5-oxo-pentanoyl]amino]butyl-2-hexyldecanoate NC(CCC(=O)NCCCCOC(C(CCCCCCCC)CCCCCC)=O)C(=O)NCCCCCCCCCCCCCCCC.C(C1=CC=CC=C1)(=O)NC1=CC=CC(=N1)C(=O)NC1=C(C=C(C=C1OC(F)F)C(C(F)(F)F)(C(F)(F)F)F)Cl